(9-Methyl-1,3,5,6,7,8-hexahydro-pyrrolo[3,4-b][1,7]naphthyridin-2-yl)-[1-(2-trifluoromethyl-pyridin-4-yl)-pyrrolidin-3(R)-yl]-methanone CC1=C2C(=NC=3CNCCC13)CN(C2)C(=O)[C@H]2CN(CC2)C2=CC(=NC=C2)C(F)(F)F